methyl-tyrosine CN[C@@H](CC1=CC=C(C=C1)O)C(=O)O